C1=CC=CC2=C1CC1=C(NS2(=O)=O)C=CC=C1 6,11-dihydrodibenzo[c,f][1,2]thiazepine 5,5-dioxide